2,5,8-trioxadecanol C(OCCOCCOCC)O